CN1C=CC=2C1=NC=CC2C2=C1CNC(C1=C(C=C2)NC2=NC=C(C=C2)CS(=O)(=O)C)=O 4-(1-methyl-1H-pyrrolo[2,3-b]pyridin-4-yl)-7-((5-((methylsulfonyl)methyl)pyridin-2-yl)amino)isoindolin-1-one